O1N=C(C=C1)COC1=C(C=C2C=C(NC2=C1)CNC(OC(C)(C)C)=O)OC(F)(F)F tert-butyl ((6-(isoxazol-3-ylmethoxy)-5-(trifluoromethoxy)-1H-indol-2-yl)methyl)carbamate